C(C)(C)(C)N1N=C(C=C1NC(OCC1=CC=CC=C1)=O)[C@@H]1C[C@@H](CC1)OC(NCCC)=O benzyl (1-tert-butyl-3-{(1S,3R)-3-[(propylcarbamoyl)oxy]cyclopentyl}-1H-pyrazol-5-yl)carbamate